methyl 3-[[5-(cyclopropylcarbamoyl)-2-fluoro-phenyl]methoxy]-5-[3-[(3S)-3-hydroxypyrrolidin-1-yl]propylcarbamoylamino]isothiazole-4-carboxylate C1(CC1)NC(=O)C=1C=CC(=C(C1)COC1=NSC(=C1C(=O)OC)NC(NCCCN1C[C@H](CC1)O)=O)F